2-(2'-hydroxy-3',5'-di-tert-butylphenyl)benzotriazole OC1=C(C=C(C=C1C(C)(C)C)C(C)(C)C)N1N=C2C(=N1)C=CC=C2